OCCN1CC(NCC1)=O N-(2-hydroxy-ethyl)piperazin-3-one